2-([8-bromo-6-chloroimidazo[1,2-b]pyridazin-2-yl]methyl)isoindole-1,3-dione BrC=1C=2N(N=C(C1)Cl)C=C(N2)CN2C(C1=CC=CC=C1C2=O)=O